O1C2=C(C=C1)C(=O)OCCCOC2=O TRIMETHYLENE FURANDICARBOXYLATE